N-Cyclohexyl-3-aminopropyltriethoxysilan C1(CCCCC1)NCCC[Si](OCC)(OCC)OCC